C(C(C)C)NC12CC3(CC(CC(C1)C3)C2)NC(=O)C2=NC(=CC=C2)C 6-Methyl-pyridine-2-carboxylic acid (3-isobutylamino-adamantan-1-yl)-amide